(S)-4-((5-chloro-4-(7-methyl-5-oxa-8-azaspiro[3.5]nonan-8-yl)pyrimidin-2-yl)amino)benzenesulfonamide ClC=1C(=NC(=NC1)NC1=CC=C(C=C1)S(=O)(=O)N)N1[C@H](COC2(CCC2)C1)C